FC1=C(C=CC=C1C)[C@@H]1N(OCC1)C1=CC(=NC=N1)NC=1C(=CC(=C(C1)NC(C=C)=O)N1CCC(CC1)N1CCN(CC1)C)OC N-(5-((6-((R)-3-(2-fluoro-3-methylphenyl)isoxazolidine-2-yl)pyrimidine-4-yl)amino)-4-methoxy-2-(4-(4-methylpiperazine-1-yl)piperidine-1-yl)phenyl)acrylamide